methyl (6-(4-((1H-indazol-5-yl)amino)-pyrimidin-2-yl)-1H-indole-2-carbonyl)-phenylalaninate N1N=CC2=CC(=CC=C12)NC1=NC(=NC=C1)C1=CC=C2C=C(NC2=C1)C(=O)N[C@@H](CC1=CC=CC=C1)C(=O)OC